OCC1N(CCC1)C=O (2-(hydroxymethyl)pyrrolidin-1-yl)methanone